C(C=C)C1(CN(CCC1)C(=O)OCC1=CC=CC=C1)N benzyl 3-allyl-3-aminopiperidine-1-carboxylate